1-(6-methoxy-2-(methylsulfonyl)isoindolin-5-yl)-3-methyl-6-(pyrazolo[1,5-a]pyrimidin-3-yl)-1H-pyrazolo[4,3-c]pyridine COC1=C(C=C2CN(CC2=C1)S(=O)(=O)C)N1N=C(C=2C=NC(=CC21)C=2C=NN1C2N=CC=C1)C